5-Amino-1-(3,3-difluoro-4-piperidinyl)-3-[4-[[(5-fluoro-2-methoxy-benzoyl)amino]methyl]phenyl]pyrazole-4-carboxamide NC1=C(C(=NN1C1C(CNCC1)(F)F)C1=CC=C(C=C1)CNC(C1=C(C=CC(=C1)F)OC)=O)C(=O)N